N-cyclobutyl-4-(2-(4-isopropyl-5-(8-methoxy-[1,2,4]triazolo[1,5-a]pyridin-6-yl)-1H-pyrazol-3-yl)-4-methylthiazol-5-yl)cyclohexan-1-amine C1(CCC1)NC1CCC(CC1)C1=C(N=C(S1)C1=NNC(=C1C(C)C)C=1C=C(C=2N(C1)N=CN2)OC)C